CC(C)CCCC(C)C(=O)[O-] The molecule is a methyl-branched fatty acid anion that is the conjugate base of 2,6-dimethylheptanoic acid, arising from the deprotonation of the carboxy group. It is a methyl-branched fatty acid anion and a medium-chain fatty acid anion. It is a conjugate base of a 2,6-dimethylheptanoic acid.